C(#N)C=1C=C(C=NC1OC)C=1C=C2C(=NC=NC2=CC1)N[C@H](C(=O)NCCN1CCOCC1)C (S)-2-((6-(5-cyano-6-methoxypyridin-3-yl)quinazolin-4-yl)amino)-N-(2-morpholinoethyl)propanamide